6-(2,4-Dimethylphenyl)-2-(5-(morpholinomethyl)pyrimidin-2-yl)-5,6,7,8-tetrahydrophthalazin-1(2H)-one CC1=C(C=CC(=C1)C)C1CC=2C=NN(C(C2CC1)=O)C1=NC=C(C=N1)CN1CCOCC1